ClC=1C=C(C=CC1N1CCOCC1)NC(CN(C(OC(C)(C)C)=O)CC)=O tert-butyl (2-((3-chloro-4-morpholinophenyl) amino)-2-oxoethyl)(ethyl)carbamate